CN(CCCCCCCCCC)C N,N-dimethyl-N-decylamine